OC1(CCC1)C=1C(N(C=CC1)C1=NC=C(C(=C1)N1C(C=CC=C1C)=O)C)=O 2'-[3-(1-hydroxycyclobutyl)-2-oxopyridin-1-yl]-5',6-dimethyl-[1,4'-bipyridine]-2-one